OCC#CC1=CC=C(C=N1)OC1CC(C1)OC1=CC=C(C=N1)C=1C=CC=2C3=C(N(C2C1)C(=O)OC(C)(C)C)C=CN=C3 tert-butyl 7-(6-((1r,3r)-3-((6-(3-hydroxy prop-1-yn-1-yl) pyridin-3-yl) oxy) cyclobutoxy) pyridin-3-yl)-5H-pyrido[4,3-b]indole-5-carboxylate